7-methoxy-2,2-dimethyl-8-(thiophen-2-yl)thiochromane COC1=CC=C2CCC(SC2=C1C=1SC=CC1)(C)C